4-heptenyldimethylethoxysilane C(CCC=CCC)[Si](OCC)(C)C